1-methyl-1H-pyrazole-4-thiocarboxamide CN1N=CC(=C1)C(N)=S